[N+](=O)([O-])C1=CC=C(C(=O)OC[C@@]2(C=C3C(C(C4(C(=C3C2=O)C)CC4)(C)O)=O)C)C=C1 ((2'S)-6'-hydroxy-2',4',6'-trimethyl-3',7'-dioxo-2',3',6',7'-tetrahydrospiro[cyclopropane-1,5'-inden]-2'-yl)methyl 4-nitrobenzoate